FC=1C=C(C=C(C1)F)C1=C2C(=NC=C1)N=CC2 4-(3,5-difluorophenyl)-3H-pyrrolo[2,3-b]pyridin